Cl.Cl.COC(CCCCCC(OC)=N)=N Dimethylpimelimidat dihydrochlorid